(R)-4-chloro-7-cyclobutyl-N-(1,1-dioxido-2,3-dihydrothiophen-3-yl)-2-oxo-1,2-dihydroquinoline-3-carboxamide ClC1=C(C(NC2=CC(=CC=C12)C1CCC1)=O)C(=O)N[C@H]1CS(C=C1)(=O)=O